Sodium 2-hydroxy-propane OC(C)C.[Na]